tert-butyl [(4-glycylbicyclo[2.2.2]octan-1-yl)methyl]carbamate NCC(=O)C12CCC(CC1)(CC2)CNC(OC(C)(C)C)=O